OB1OC(C2=C1C=C(C=C2)OC)(C(=O)OC)C2=CC(=CC=C2)C(F)(F)F methyl 1-hydroxy-6-methoxy-3-(3-trifluoromethylphenyl)-1,3-dihydrobenzo[c][1,2]oxaborole-3-carboxylate